5-[4-(trifluoromethyl)phenyl]-5H-pyrido[4,3-b]indole-8-carboxylic acid FC(C1=CC=C(C=C1)N1C2=C(C=3C=C(C=CC13)C(=O)O)C=NC=C2)(F)F